C=C1CN(CCCC1)C(=O)OCC1=CC=CC=C1 benzyl 3-methyleneazepane-1-carboxylate